BrC1=CC=C2CC(C(C2=C1)N)(C)C 6-bromo-2,2-dimethyl-2,3-dihydro-1H-inden-1-amine